C(CCCCCC)C1=CCCO1 5-heptyl-dihydrofuran